BrC=1C=C2N(N=CC(=C2N2CC3CCC(C2)N3C(=O)C3CC3)F)C1 (3-(6-bromo-3-fluoropyrrolo[1,2-b]pyridazin-4-yl)-3,8-diazabicyclo[3.2.1]octan-8-yl)(cyclopropyl)methanone